C(C=C)N(C(C=C(C)C)=O)CC=C diallyl-dimethylacrylamide